FC=1C=C(C#N)C=CN1 2-fluoroisonicotinonitrile